5-(2-ethoxy-3-pyridinyl)-1-isopropyl-3-methyl-N-[(2-methyl-1,2,4-triazol-3-yl)methyl]pyrazolo[4,3-b]pyridin-7-amine C(C)OC1=NC=CC=C1C1=CC(=C2C(=N1)C(=NN2C(C)C)C)NCC=2N(N=CN2)C